[2-(4-n-hexylphenyl)quinoline] iridium (III) [Ir+3].C(CCCCC)C1=CC=C(C=C1)C1=NC2=CC=CC=C2C=C1